C(C)(=O)N1CCC(CC1)N1C(C=2C(C=C1)=NN(C2)COCC[Si](C)(C)C)=O 5-(1-acetylpiperidin-4-yl)-2-{[2-(trimethylsilyl)ethoxy]methyl}-2H,4H,5H-pyrazolo[4,3-c]pyridin-4-one